C(C1=CC=CC=C1)OC1=NC(=CC=C1C1=CC2=C(N(C(=N2)CN2CCN(CC2)C(=O)OC(C)(C)C)C)C=C1)OCC1=CC=CC=C1 tert-butyl 4-((5-(2,6-bis(benzyloxy)pyridin-3-yl)-1-methyl-1H-benzo[d]imidazol-2-yl)methyl)piperazine-1-carboxylate